N1(CCCC1)CCNC(=O)NC1=CC=C(C=C1)Cl 1-[2-(pyrrolidin-1-yl)ethyl]-3-(4-chlorophenyl)urea